5-fluoro-6-(1H-tetrazol-5-yl)benzofuran-3-carboxylic acid ethyl ester C(C)OC(=O)C1=COC2=C1C=C(C(=C2)C2=NN=NN2)F